COC(CC12CC(C1)(C2)N)=O.C(C)(C)(C)P(C2=C(C=CC=C2)C2=C(C=C(C=C2C(C)C)C(C)C)C(C)C)C(C)(C)C di-tert-butyl-[2',4',6'-tris(propan-2-yl)-[1,1'-biphenyl]-2-yl]phosphine methyl-2-(3-amino-1-bicyclo[1.1.1]pentanyl)acetate